(E)-3-(3-(4-methoxyphenyl)acryloyl)oxazolidine-2-one-4,4,5,5-d4 COC1=CC=C(C=C1)/C=C/C(=O)N1C(OC(C1([2H])[2H])([2H])[2H])=O